2-(6-azaspiro[2.5]octan-6-yl)-N-(1-(3,3,3-trifluoro-2,2-dimethylpropyl)-1H-pyrazolo[3,4-b]pyridin-6-yl)benzamide C1CC12CCN(CC2)C2=C(C(=O)NC1=CC=C3C(=N1)N(N=C3)CC(C(F)(F)F)(C)C)C=CC=C2